bis(2-hydroxy-3-methylphenyl)-2H-benzotriazole OC1=C(C=CC=C1C)C1=CC=CC2=NN(N=C21)C2=C(C(=CC=C2)C)O